bis-(4-(1,1,3,3-tetra-methylbutyl)-phenyl)amin CC(CC(C)(C)C)(C)C1=CC=C(C=C1)NC1=CC=C(C=C1)C(CC(C)(C)C)(C)C